O=S1(C[C@](CC1)(C1=NN=C(N1)C1=NC=NC=C1)NC=1C=C(C(=O)O)C=CC1)=O (S)-3-((1,1-dioxido-3-(5-(pyrimidin-4-yl)-4H-1,2,4-triazol-3-yl)tetrahydrothiophen-3-yl)amino)benzoic acid